FCS(=O)(=O)N.FCS(=O)(=O)N.[Li] lithium bis(fluoromethanesulfonamide)